Tert-butyl 3-chloro-5-vinyl-benzoate ClC=1C=C(C(=O)OC(C)(C)C)C=C(C1)C=C